N-{4-[(3R,4R,5S)-3-amino-4-hydroxy-5-methylpiperidin-1-yl]-2,3-dihydrofuro[2,3-b]pyridin-5-yl}-6-(2,6-difluoro-3-methoxyphenyl)-5-fluoropyridine-2-carboxamide N[C@@H]1CN(C[C@@H]([C@H]1O)C)C1=C2C(=NC=C1NC(=O)C1=NC(=C(C=C1)F)C1=C(C(=CC=C1F)OC)F)OCC2